O(C1=CC=CC=C1)CN1C(N(C2C1N(C(N2COC2=CC=CC=C2)=O)COC2=CC=CC=C2)COC2=CC=CC=C2)=O 1,3,4,6-tetraphenoxymethyl-tetrahydro-imidazo[4,5-d]imidazole-2,5-dione